COC[C@H](C)N1C(=CC2=C1N=C(N=C2)NC=2C(=NN(C2)C)O[C@H]2[C@@H](OC2)C)C#N 7-[(1S)-2-methoxy-1-methyl-ethyl]-2-[[1-methyl-3-[(trans)-2-methyloxetan-3-yl]oxy-pyrazol-4-yl]amino]pyrrolo[2,3-d]pyrimidine-6-carbonitrile